C(C)OC([C@@H](CC1=NC=CC=N1)NC(NC1=C2CCCC2=CC=2CCCC12)=O)=O.OC=1C(=CC(=C2C=CC=NC12)[N+](=O)[O-])C(NC(CCCC)=O)C1=CC=C(C=C1)C1=NC=CC=C1 N-{(8-hydroxy-5-nitroquinolin-7-yl)[4-(pyridin-2-yl)phenyl]methyl}pentanamide ethyl-(2R)-2-{[(1,2,3,5,6,7-hexahydro-s-indacen-4-yl)carbamoyl]amino}-3-(pyrimidin-2-yl)propanoate